C(CCCCCCCCCCCCC)[Si](OCCOC)(OCCOC)OCCOC tetradecyl-tris-(2-methoxyethoxy)silane